C(CCCCCCCCCCCCCCCCCCCCC)(O)O docosanediol